acrylic acid ethyloxyl ester C(C)OOC(C=C)=O